C(C)(=O)OC1C(OC(C1F)[C@H](C(F)(F)F)OC(C)=O)N1C2=NC(=NC=C2N(C1=O)CC(F)(F)F)N 5-((R)-1-acetoxy-2,2,2-trifluoroethyl)-2-(2-amino-8-oxo-7-(2,2,2-trifluoroethyl)-7,8-dihydro-9H-purin-9-yl)-4-fluorotetrahydrofuran-3-yl acetate